FC(COCC(CO)(CO)COCC(F)(F)F)(F)F 2,2-bis(trifluoroethoxymethyl)-1,3-propanediol